6'-(2-(1-(2,2-Difluoroethyl)-1H-pyrazol-4-yl)pyrimidin-4-yl)-N4'-(3-fluorocyclohexyl)-5-((1-methylpiperidin-4-yl)oxy)-[2,3'-bipyridine]-4',6'-diamine FC(CN1N=CC(=C1)C1=NC=CC(=N1)C1(C=C(C(=CN1)C1=NC=C(C=C1)OC1CCN(CC1)C)NC1CC(CCC1)F)N)F